ClC=1C(N(C(=CC1OC([2H])([2H])C1=NC=C(C=C1F)F)C)C1=CC(=NC=C1C)N1N=C(C=C1)C(C)(C)NC(C)=O)=C=O (S)-N-(2-(1-(3-chloro-4-((3,5-difluoropyridin-2-yl)methoxy-d2)-5',6-dimethyl-2-carbonyl-2H-[1,4'-bipyridin]-2'-yl)-1H-pyrazol-3-yl)propan-2-yl)acetamide